C(=O)(OC(C)(C)C)NCCS(=O)(=O)Cl N-Boc-taurine chloride